The molecule is a hydroxy fatty acid ascaroside anion that is the conjugate base of oscr#19, obtained by deprotonation of the carboxy group; major species at pH 7.3. It is a conjugate base of an oscr#19. C[C@H]1[C@@H](C[C@H]([C@@H](O1)OCCCCCCCCC/C=C/C(=O)[O-])O)O